O1C=CC2=C1C=C(C=C2)[C@H]([C@@H](C(=O)OC)OC(=O)OC(C)(C)C)N[S@@](=O)C(C)(C)C Methyl (2S,3R)-3-(benzofuran-6-yl)-2-((tert-butoxycarbonyl)oxy)-3-(((S)-tert-butylsulfinyl)-amino)propanoate